NN1C(N(CC1=O)C1=C(C=CC=C1)O)=O 3-amino-1-(2-hydroxyphenyl)imidazolidine-2,4-dione